OC1=C(C=C(C=C1)O)C(=O)C(O)C1=CC=CC=C1 2,5-dihydroxybenzoin